5-bromo-N1-cyclopropyl-3-methyl-benzene-1,2-diamine BrC1=CC(=C(C(=C1)NC1CC1)N)C